3-(4-(4-((2-hydroxyethyl)(methyl)carbamoyl)piperidine-1-carboxamido)phenylpropionamido)-1H-indole-2-carboxylic acid OCCN(C(=O)C1CCN(CC1)C(=O)NC1=CC=C(C=C1)CCC(=O)NC1=C(NC2=CC=CC=C12)C(=O)O)C